Cl.C1(CC1)CSC=1N=CC(=NC1)C1CCC2(C(C3=CC=CC=C3C2)N)CC1 4-(5-((cyclopropylmethyl)thio)pyrazin-2-yl)-1',3'-dihydrospiro[cyclohexane-1,2'-inden]-1'-amine hydrochloride